4-(1-methylpiperidine-3-carbonyl)piperazin CN1CC(CCC1)C(=O)N1CCNCC1